C1(CCC1)C(C(=O)O)C1=CC=C(C=C1)C1(COCC1)NC(=O)C=1N(C2=CC=C(C(=C2C1)Cl)Cl)C (±)-2-cyclobutyl-2-{4-[3-(4,5-dichloro-1-methyl-1H-indole-2-amido)oxolan-3-yl]phenyl}acetic acid